2-((4-(5-(pyridin-3-yl)-1H-pyrazol-3-yl)piperidin-1-yl)methyl)thieno[3,2-d]pyrimidine N1=CC(=CC=C1)C1=CC(=NN1)C1CCN(CC1)CC=1N=CC2=C(N1)C=CS2